C1N(CCC2=CC=CC=C12)C[C@H](CN1C(C2=CC=C(C=C2CC1)N1CCN(CCC1)C(=O)OC(C)(C)C)=O)O tert-butyl 4-[2-[(2R)-3-(3,4-dihydro-1H-isoquinolin-2-yl)-2-hydroxy-propyl]-1-oxo-3,4-dihydroisoquinolin-6-yl]-1,4-diazepane-1-carboxylate